((S)-1-amino-3-hydroxy-1-oxopropan-2-yl)-5-(2-methoxy-1-phenylethoxy)-2-methylbenzofuran-3-carboxamide NC([C@H](CO)C1=C(C=CC2=C1C(=C(O2)C)C(=O)N)OC(COC)C2=CC=CC=C2)=O